ethyl 2-((2-acetyl-5-bromo-3-chlorophenyl) (isopropyl) amino)-2-oxoacetate C(C)(=O)C1=C(C=C(C=C1Cl)Br)N(C(C(=O)OCC)=O)C(C)C